CC1=C(C(=CC=C1)Cl)NC(=O)C2=CN=C(S2)NC3=CC(=NC(=N3)C)N4CCN(CC4)CCO N-(2-chloro-6-methylphenyl)-2-(6-(4-(2-hydroxyethyl)piperazin-1-yl)-2-methylpyrimidin-4-ylamino)thiazole-5-carboxamide